bis(bromodifluoroacetyl) peroxide BrC(C(=O)OOC(C(F)(F)Br)=O)(F)F